dimethyl-2H-[1,4'-bipyridine]-2-one CC1=C(C(N(C=C1)C1=CC=NC=C1)=O)C